NC1=C(N=NN1CC1=CC=CC=C1)C(=O)O 5-amino-1-benzyl-1H-1,2,3-triazole-4-carboxylic acid